N(=[N+]=[N-])C1=C(COC(=O)N[C@@H](CCCCN)C(=O)O)C=CC=C1 o-azidobenzoxycarbonyl-L-lysine